2-fluoro-4-(1-(4-(trifluoromethyl)phenyl)-1H-1,2,4-triazol-3-yl)aniline FC1=C(N)C=CC(=C1)C1=NN(C=N1)C1=CC=C(C=C1)C(F)(F)F